FC1=C(CN2C(C3=NC=CC=C3C2=O)([2H])[2H])C=CC(=C1)C=1C2=CN(N=C2C=CC1)C 6-(2-fluoro-4-(2-methyl-2H-indazol-4-yl)benzyl)-6,7-dihydro-5H-pyrrolo[3,4-b]pyridin-5-one-7,7-d2